FC1(CC(C(N(C1)C(=O)OCC1=CC=CC=C1)C)CO)F Benzyl 5,5-difluoro-3-(hydroxymethyl)-2-methyl-piperidine-1-carboxylate